N-(4-(ethoxymethyl)phenyl)-9,9-dimethyl-7-(piperazin-1-ylmethyl)-9,10-dihydroacridin-3-amine C(C)OCC1=CC=C(C=C1)NC=1C=CC=2C(C3=CC(=CC=C3NC2C1)CN1CCNCC1)(C)C